[N+](=O)([O-])C1=CC=C(C=C1)NC(=O)NCCC(=O)OS(=O)(=O)[O-] Sulfonato 3-{[(4-nitrophenyl)carbamoyl]amino}propanoate